[Si](C)(C)(C(C)(C)C)OCCOC1C(C1)CNC 1-(2-((tert-butyldimethylsilyloxy)ethoxy)cyclopropyl)-N-methylmethylamine